C[S@@](=O)C1=CC=C(C=C1)C1=CC2=NC=CC(=C2O1)C=1C=C(C=CC1)C(=O)N1CCOCC1 (R)-(3-(2-(4-(methylsulfinyl)phenyl)furo[3,2-b]pyridin-7-yl)phenyl)(morpholino)methanone